N-(4-(4-(4,4-difluoropiperidin-1-yl)-6-methyl-3H-imidazo[4,5-c]pyridin-2-yl)-3-(6-azaspiro[2.5]octan-6-yl)phenyl)-2-hydroxyethane-1-sulfonamide FC1(CCN(CC1)C1=NC(=CC2=C1NC(=N2)C2=C(C=C(C=C2)NS(=O)(=O)CCO)N2CCC1(CC1)CC2)C)F